COC=1C=C(C=C(C1)OC)B1OC(C)(C)C(C)(C)O1 3,5-dimethoxyphenylboronic acid pinacol ester